4-(((trans)-4-(4-sulfamylphenyl)cyclohexyl)oxy)-1H-1,2,3-triazole-5-carboxylic acid S(N)(=O)(=O)C1=CC=C(C=C1)[C@@H]1CC[C@H](CC1)OC=1N=NNC1C(=O)O